(rac)-6-{[(2R,6S)-1-(But-2-ynoyl)-4-(3-chloro-2-methylphenyl)-2,6-dimethylpiperidin-4-yl]amino}-1,3,3-trimethylindol-2-one C(C#CC)(=O)N1[C@@H](CC(C[C@@H]1C)(C1=C(C(=CC=C1)Cl)C)NC1=CC=C2C(C(N(C2=C1)C)=O)(C)C)C